Cl.NCCN1CCC(CC1)C(=O)NC=1SC2=C(N1)C(=CC(=C2)NS(=O)(=O)C=2SC=CC2)F 1-(2-aminoethyl)-N-(4-fluoro-6-(thiophene-2-sulfonamido)benzo[d]thiazol-2-yl)piperidine-4-carboxamide hydrochloride